NC1=C(C=C(C=N1)NC(C(N1[C@H](CC[C@@H](C1)C)C=1C=CC2=C(N=C(S2)CC(C)N2CCCC2)C1)=O)=O)CC N-(6-amino-5-ethyl-3-pyridyl)-2-oxo-2-[(2R,5S)-5-methyl-2-[2-(2-pyrrolidin-1-ylpropyl)-1,3-benzothiazol-5-yl]-1-piperidyl]acetamide